C(C)OC(=O)C1=CC=C(C=C1)NS(=O)=O N-(4-ethoxycarbonylphenyl)sulfonamide